FS(C1=CC=C(C=C1)S(=O)(=O)Cl)(F)(F)(F)F 4-(pentafluoro-lambda6-sulfanyl)benzene-1-sulfonyl chloride